C(#N)OC1=C(C=C(C=C1)C(C)(C)C1=CC(=C(C=C1)OC#N)C)C 2,2-bis(4-cyanooxy-3-methylphenyl)propane